1-(4-(2-hydroxyethoxy)-phenyl)thianthrene sulfonium hexafluorophosphate F[P-](F)(F)(F)(F)F.[SH3+].OCCOC1=CC=C(C=C1)C1=CC=CC=2SC3=CC=CC=C3SC12